2-(4-methyl-3-cyclohexen-1-yl)propanal CC1=CCC(CC1)C(C=O)C